4,5-dichloro-2-[[4-(hydroxymethyl)-4-[(pyrrolidin-1-yl)carbonyl]piperidin-1-yl]methyl]phenol ClC1=CC(=C(C=C1Cl)O)CN1CCC(CC1)(C(=O)N1CCCC1)CO